COC1=C(C2=CC=CC=C2C=C1)[Si](Cl)(Cl)Cl Methoxynaphthyl-trichlorosilane